ClC1=NC=C(C(=C1F)C1=C(C=NC(=C1)C)C(=O)NC=1SC(=NN1)O[C@H]1[C@@H](OCC1)C)OC 2'-chloro-3'-fluoro-5'-methoxy-6-methyl-N-(5-(((2S,3R)-2-methyltetrahydrofuran-3-yl)oxy)-1,3,4-thiadiazol-2-yl)-[4,4'-bipyridine]-3-carboxamide